FC=1C=C(C=CC1)[C@]1([C@@H](C1)CO)C#N (1s,2r)-1-(3-fluorophenyl)-2-(hydroxymethyl)cyclopropan-1-carbonitrile